(3R,4R)-3-(4-(benzyloxy)-3-phenethyloxybenzyl)-4-(3,4-dimethoxybenzyl)-3-methyldihydrofuran-2(3H)-one C(C1=CC=CC=C1)OC1=C(C=C(C[C@]2(C(OC[C@@H]2CC2=CC(=C(C=C2)OC)OC)=O)C)C=C1)OCCC1=CC=CC=C1